BrC=1C=C2C=C(N=CC2=CC1)C1(CCC(CC1)N1CCOCC1)C(=O)N (6-bromo-3-isoquinolinyl)-4-morpholinyl-cyclohexanecarboxamide